p-methoxyphenylethyl alcohol COC1=CC=C(C=C1)CCO